FC(C=1C(=CC(=NC1)C=1C=NC(=NC1)C(F)(F)F)CNC(=O)[C@@H]1C2CC(N1S(=O)(=O)C1=CC(=C(C=C1)F)F)C2)F (2S)-N-[[5-(difluoromethyl)-2-[2-(trifluoromethyl)pyrimidin-5-yl]-4-pyridyl]methyl]-3-(3,4-difluorophenyl)sulfonyl-3-azabicyclo[2.1.1]hexane-2-carboxamide